3-Cyclopropyl-1-((2-fluorospiro[3.3]heptan-2-yl)methyl)-4-(trifluoromethyl)-1H-pyrazole C1(CC1)C1=NN(C=C1C(F)(F)F)CC1(CC2(C1)CCC2)F